(R)-4,6-dimethyl-2-(piperidin-3-yl)pyridazin-3(2H)-one CC=1C(N(N=C(C1)C)[C@H]1CNCCC1)=O